3,5-divinylbenzene-acrylate C(=C)C=1C=C(C=C(C1)C=C)C=CC(=O)[O-]